C(C)OC=1C=C(C=C(C1)C(F)(F)F)C1=CC(=C2C(=N1)N=C(N2)C=2N=CC(=NC2)N2CCC(CC2)C(=O)OCC)N(C)CC2(CCCC2)COC Ethyl 1-(5-{5-[3-ethoxy-5-(trifluoromethyl)phenyl]-7-[{[1-(methoxymethyl)cyclopentyl]methyl}(methyl)amino]-1H-imidazo[4,5-b]pyridin-2-yl}pyrazin-2-yl)piperidine-4-carboxylate